ClC=1C=NC=CC1C=1C=C2C(=NC1)NC=C2C(=O)C=2C(=C(C(=CC2)F)NS(=O)(=O)CCC)F N-(3-(5-(3-chloro-pyridin-4-yl)-1H-pyrrolo[2,3-b]pyridine-3-carbonyl)-2,6-difluorophenyl)-propane-1-sulfonamide